C(C1=CC=CC=C1)N1CCC(CC1)CCNC(=O)N1[C@@H](CN(CC1)C1=NC=CC(=C1)C(F)(F)F)C (2R)-N-[2-(1-benzylpiperidin-4-yl)ethyl]-2-methyl-4-[4-(trifluoromethyl)pyridin-2-yl]piperazine-1-carboxamide